tert-butyl (4-(2-chloro-N-methyl-5-nitrobenzamido)-3-methylphenyl)(methyl)carbamate ClC1=C(C(=O)N(C)C2=C(C=C(C=C2)N(C(OC(C)(C)C)=O)C)C)C=C(C=C1)[N+](=O)[O-]